NC1=NC=CC(=C1OCC1CCOCC1)CO (2-amino-3-((tetrahydro-2H-pyran-4-yl)methoxy)pyridin-4-yl)methanol